IC1=CC=NC2=C1OC[C@H]1N2CC(C1)O (6aS)-4-iodo-6a,7,8,9-tetrahydro-6H-pyrido[3,2-b]pyrrolo[1,2-d][1,4]oxazin-8-ol